[Na+].[Na+].C(C)(=O)[O-].C(C)(=O)[O-].C(CN)N ethylenediamine diacetic acid disodium salt